COC=1C=C(/C=C/C2SCCCS2)C=CC1OCC1=CC=C(C=C1)C (E)-2-(3-methoxy-4-((4-methylbenzyl)oxy)styryl)-1,3-dithiane